ClC1=CC(=C(S1)C(NCCC1=C(C=CC=C1)OC(F)(F)F)=O)NC(C1=NC(=C(C=C1)O)C(F)(F)F)=O N-(5-chloro-2-((2-(trifluoromethoxy)phenethyl)carbamoyl)thiophen-3-yl)-5-hydroxy-6-(trifluoromethyl)picolinamide